pyrimidine-4-carboxylic acid ethyl ester C(C)OC(=O)C1=NC=NC=C1